CC(C=O)CC=1CC=2C(N=CN2)=CC1 alpha-methyl-1,3-benzodiazole-5-propanal